ClC1=CC=C(C=C1)N(C(=O)OCC1(CCCCC1)CC(=O)O)C1=CC=CC=C1 ((1r,4r)-1-(((4-chlorophenyl)(phenyl)carbamoyloxy)methyl)cyclohexyl)acetic acid